4-(3-((5-chloro-4-(1H-indol-3-yl)pyrimidin-2-yl)amino)phenyl)piperazin ClC=1C(=NC(=NC1)NC=1C=C(C=CC1)N1CCNCC1)C1=CNC2=CC=CC=C12